FC1=CC=C(COC=2C=C(OC[C@H](CNCCO)O)C=CC2)C=C1 (S)-1-(3-((4-fluorobenzyl)oxy)phenoxy)-3-((2-hydroxyethyl)amino)propan-2-ol